4-((4-methoxybenzyl)amino)-N-(2-hydroxyethyl)-7-(1-(tetrahydro-2H-pyran-2-yl)-1H-pyrazol-5-yl)pyrrolo[1,2-a]quinoxaline-2-carboxamide COC1=CC=C(CNC=2C=3N(C4=CC=C(C=C4N2)C2=CC=NN2C2OCCCC2)C=C(C3)C(=O)NCCO)C=C1